(R)-1-BOC-3-piperidinol C(=O)(OC(C)(C)C)N1C[C@@H](CCC1)O